NNC(=S)O[C@H]1CN(CC1)C(=O)OC(C)(C)C tert-butyl (3R)-3-[(aminocarbamothioyl)oxy]pyrrolidine-1-carboxylate